Benzyl (S)-3-(8-amino-1-(7-methoxy-5-methylbenzo[b]thiophen-2-yl)imidazo[1,5-a]pyrazin-3-yl)pyrrolidine-1-carboxylate NC=1C=2N(C=CN1)C(=NC2C2=CC1=C(S2)C(=CC(=C1)C)OC)[C@@H]1CN(CC1)C(=O)OCC1=CC=CC=C1